8-(4-chloro-2-fluorophenyl)-2-hydroxy-5-(4-(trifluoromethyl)benzyl)-5,8-diazaspiro[3.5]nonane-6,9-dione ClC1=CC(=C(C=C1)N1CC(N(C2(CC(C2)O)C1=O)CC1=CC=C(C=C1)C(F)(F)F)=O)F